N[C@@H]1CN(CC1)S(=O)(=O)NC(=O)C=1C(=NC(=CC1)C1=CC(=C(C=C1)C)F)N1C(C[C@@H](C1)C)(C)C N-[(3S)-3-Aminopyrrolidin-1-yl]sulfonyl-6-(3-fluoro-4-methylphenyl)-2-[(4S)-2,2,4-trimethylpyrrolidin-1-yl]pyridin-3-carboxamid